1-(1Z-eicosenyl)-2-(11Z-docosenoyl)-glycero-3-phospho-(1'-sn-glycerol) CCCCCCCCCCCCCCCCCC/C=C\OC[C@H](COP(=O)(O)OC[C@H](CO)O)OC(=O)CCCCCCCCC/C=C\CCCCCCCCCC